C1(CC1)CNC1=NC=CC(=C1)C=1N(CC=CC1)C=1C(=NN(C1)C)C(NCCC1=NC=CN=C1)=O 2'-((cyclopropylmethyl)amino)-N-(1-methyl-3-((2-(pyrazin-2-yl)ethyl)carbamoyl)-1H-pyrazol-4-yl)-[2,4'-bipyridine]